2-formyl-4-(4-cyanophenoxy)phenylboronic acid pinacol ester C(=O)C1=C(C=CC(=C1)OC1=CC=C(C=C1)C#N)B1OC(C)(C)C(C)(C)O1